ClC=1C=C2C3=C(NC2=C(C1)C=1C=CC(=NC1)N1C(C=CC=C1)=O)C(=NC=C3)C 5'-(6-Chloro-1-methyl-9H-pyrido[3,4-b]indol-8-yl)-[1,2']bipyridinyl-2-one